COC(CC(=O)C1=CC=C(C=C1)Cl)=O 3-(4-chlorophenyl)-3-oxopropanoic acid methyl ester